CC1=C(C=CC(=C1)C)NC(C1=C(C=C(C(=C1)F)N1N=C(N(C1=O)C)CC)O[C@@H](C)CCC)=O N-(2,4-dimethylphenyl)-4-(3-ethyl-4-methyl-5-oxo-4,5-dihydro-1H-1,2,4-triazol-1-yl)-5-fluoro-2-[(2S)-pentan-2-yloxy]benzamide